C(C)(C)(C)OC(=O)N1CCC(CC1)C=1C=C2C=NN(C2=CC1C)C1=CC=C(C=C1)F 4-(1-(4-Fluorophenyl)-6-methyl-1H-indazol-5-yl)piperidine-1-carboxylic acid tert-butyl ester